1-(4-(hydroxymethyl)-4-(((4,4',4''-trimethoxytrityl)oxy)methyl)piperidin-1-yl)-4-(pyren-1-yl)butan-1-one OCC1(CCN(CC1)C(CCCC1=CC=C2C=CC3=CC=CC4=CC=C1C2=C34)=O)COC(C3=CC=C(C=C3)OC)(C3=CC=C(C=C3)OC)C3=CC=C(C=C3)OC